C(C)OC1=C(C2=CC=CC=C2C=C1)[Si](Cl)(Cl)Cl Ethoxynaphthyl-trichlorosilane